(2R)-2-(3-{5-chloro-2-[(propan-2-yl)amino]pyrimidin-4-yl}-5-oxo-5H,6H,7H-pyrrolo[3,4-b]pyridin-6-yl)-N-[(1S)-2-hydroxy-1-(3-methoxyphenyl)ethyl]propanamide ClC=1C(=NC(=NC1)NC(C)C)C=1C=C2C(=NC1)CN(C2=O)[C@@H](C(=O)N[C@H](CO)C2=CC(=CC=C2)OC)C